4-[3-[2,6-dichloro-4-[3-(2-ethylhexyloxy)-3-oxopropyl]thiobenzoyl]-2,4-dihydro-1,3-benzoxazin-8-yl]-2-morpholin-4-ylbenzoic acid methyl ester COC(C1=C(C=C(C=C1)C1=CC=CC=2CN(COC21)C(C2=C(C=C(C=C2Cl)CCC(=O)OCC(CCCC)CC)Cl)=S)N2CCOCC2)=O